Tridecyl Pentacosanoate C(CCCCCCCCCCCCCCCCCCCCCCCC)(=O)OCCCCCCCCCCCCC